ClC=1C=C(C=C(C1)[C@H](C)NC(=O)C=1C=NC2=C(N=C(C=C2C1N1CCN[C@H](CC1)C)C)C1CC1)C N-[(S)-1-(3-chloro-5-tolyl)ethyl]-4-[(S)-5-methyl-1,4-diazepan-1-yl]-8-cyclopropyl-6-methyl-1,7-diaza-3-naphthamide